ClC1=CC=C(C=C1)C=1N=C2N(C=CC=N2)C1CN1CC2CCC(C1)N2C(=O)N(C(C)C)C(C)C 3-{[2-(4-chlorophenyl)imidazo[1,2-a]pyrimidin-3-yl]methyl}-N,N-diisopropyl-3,8-diaza-bicyclo[3.2.1]octane-8-carboxamide